L-1-ethyl-3-(3-dimethylaminopropyl)-carbodiimide C(C)N=C=NCCCN(C)C